C=NP(=O)=O methylenePhosphoAmine